(tert-butyl) 4-methyl-2,6-dimethylpiperidine-1,4-dicarboxylate CC1(CC(N(C(C1)C)C(=O)OC(C)(C)C)C)C(=O)[O-]